C(C)(C)(C)OC(=O)NCC=1SC2=C(N1)C=CC=C2N2C[C@@H](N([C@H](C2)C)C(=O)OC(C)(C)C)C tert-butyl (2S,6S)-4-[2-[(tert-butoxycarbonylamino)methyl]-1,3-benzothiazol-7-yl]-2,6-dimethyl-piperazine-1-carboxylate